2-(2-(cyclopropanesulfonamido)thiazol-4-yl)-N-(4-(5-fluoropyridin-3-yl)-2-(trifluoromethyl)phenyl)-2-methylpropanamide C1(CC1)S(=O)(=O)NC=1SC=C(N1)C(C(=O)NC1=C(C=C(C=C1)C=1C=NC=C(C1)F)C(F)(F)F)(C)C